1-nonyl-3-ethylpyridinium triflate [O-]S(=O)(=O)C(F)(F)F.C(CCCCCCCC)[N+]1=CC(=CC=C1)CC